O=C1NC(CCC1N1C(C2=CC=CC(=C2C1)OCCCCCCCCN1CCN(CC1)C1=CC=C(C(=O)N2CCC(CC2)CCCCNC(\C=C\C=2C=NC=CC2)=O)C=C1)=O)=O (E)-N-(4-(1-(4-(4-(8-((2-(2,6-dioxopiperidin-3-yl)-1-oxoisoindolin-4-yl)oxy)octyl)piperazin-1-yl)benzoyl)piperidin-4-yl)butyl)-3-(pyridin-3-yl)acrylamide